BrC1=C(N)C(=CC(=C1)C(C(F)(F)F)(C(F)(F)F)F)OC(F)F 2-bromo-6-(difluoromethoxy)-4-(perfluoropropan-2-yl)aniline